4-(5-Cyano-2-methoxyphenyl)-N-(5-(cyclopentane-carbonyl)-5,6-dihydro-4H-pyrrolo[3,4-d]thiazol-2-yl)-6-methylnicotinamide C(#N)C=1C=CC(=C(C1)C1=CC(=NC=C1C(=O)NC=1SC2=C(N1)CN(C2)C(=O)C2CCCC2)C)OC